N,N-bis-(phenylcarbonyl)aminotetrahydrothiophene-1,1-dioxide C1(=CC=CC=C1)C(=O)N(C(=O)C1=CC=CC=C1)C1S(CCC1)(=O)=O